NC=1N=CC(=NC1C)C#CC=1C=C(C(=O)NC2=CC=3CCC[C@@H](C3C=C2)O)C=CC1C (S)-3-((5-amino-6-methylpyrazin-2-yl)ethynyl)-N-(5-hydroxy-5,6,7,8-tetrahydronaphthalen-2-yl)-4-methylbenzamide